C(C)(C)(CC)N=[Ta](N(CC)CC)(N(CC)CC)N(CC)CC tert-amyl-iminotri(diethylamino)tantalum